C(CCCCCCCCC\C=C\CCCCCC)(=O)OCCCCCCCC\C=C/CCCCCCCC oleyl vaccenate